OC(CNCCCNCC(C)O)C bis(2-hydroxypropyl)-1,3-propylenediamine